O=C1NC(CCC1N1C(C2=CC(=C(C=C2C1=O)F)CN1CCN(CC1)C1CCN(CC1)C1=CC=C(C=C1)[C@H]1[C@H](COC2=CC(=CC=C12)O)C1=CC=CC=C1)=O)=O 2-(2,6-dioxopiperidin-3-yl)-5-fluoro-6-((4-(1-(4-((3S,4R)-7-hydroxy-3-phenylchroman-4-yl)phenyl)piperidin-4-yl)piperazin-1-yl)methyl)isoindoline-1,3-dione